N-((3-(4-fluorophenyl)azetidin-3-yl)methyl)-2-(trifluoromethyl)imidazo[1,2-a]pyridin-5-amine FC1=CC=C(C=C1)C1(CNC1)CNC1=CC=CC=2N1C=C(N2)C(F)(F)F